C(=S)SNC1CCCC1.[Na] sodium cyclopentylamino dithioformate